9-(2,4-difluorophenyl)-3-fluoro-2-methyl-7-((2R,6S)-2-methyl-6-(1-methyl-1H-pyrazol-4-yl)tetrahydro-2H-pyran-4-yl)-4H-pyrazino[1,2-a]pyrimidin-4-one FC1=C(C=CC(=C1)F)C1=NC(=CN2C1=NC(=C(C2=O)F)C)C2C[C@H](O[C@@H](C2)C=2C=NN(C2)C)C